NCCOCCC(=O)N1CCC(CC1)NC(=O)C1=C(C=C(C=C1)NC(=O)C=1N(C(=CN1)C1=C(C(=C(C=C1)OC)F)F)C)Cl N-[4-[[1-[3-(2-Aminoethoxy)propanoyl]-4-piperidyl]carbamoyl]-3-chlorophenyl]-5-(2,3-difluoro-4-methoxyphenyl)-1-methylimidazol-2-carboxamid